(1-methyl-1H-indol-5-yl)methanamine CN1C=CC2=CC(=CC=C12)CN